3-methyl-4-(methylsulfonyl)benzaldehyde CC=1C=C(C=O)C=CC1S(=O)(=O)C